Se-(2-(4-trifluoromethylphenoxy) ethyl) selenobenzenesulfonate C1(=CC=CC=C1)S(=O)(=O)[Se]CCOC1=CC=C(C=C1)C(F)(F)F